ClC=1C=C(C=C(C1OC1=NNC(C2=C1CCC2C)=O)Cl)N2N=C(C(NC2=O)=O)C(=O)O 2-[3,5-dichloro-4-({5-methyl-4-oxo-3H,5H,6H,7H-cyclopenta[d]pyridazin-1-yl}oxy)phenyl]-3,5-dioxo-4H-1,2,4-triazine-6-carboxylic acid